3-benzyl-5-fluorobenzo[d]oxazol-2(3H)-one C(C1=CC=CC=C1)N1C(OC2=C1C=C(C=C2)F)=O